(2,6-bis(4-fluorophenyl)-4-hydroxy-1,1-dioxo-4-phenyltetrahydro-2H-thiopyran-3-yl)(phenyl)methanone FC1=CC=C(C=C1)C1S(C(CC(C1C(=O)C1=CC=CC=C1)(C1=CC=CC=C1)O)C1=CC=C(C=C1)F)(=O)=O